OC[C@@]12C[C@H](N([C@H]2C1)C(=O)OC(C)(C)C)C(=O)OCC 2-(tert-Butyl) 3-ethyl (1S,3S,5R)-5-(hydroxymethyl)-2-azabicyclo[3.1.0]hexane-2,3-dicarboxylate